ClC=1C=C(C=CC1Cl)C(C1=NN=C(O1)C1CN(CC12CN(C2)C(=O)[C@@H]2C(C2)(F)F)C(=O)N2CCOCC2)(F)F (8-(5-((3,4-dichlorophenyl)difluoromethyl)-1,3,4-oxadiazol-2-yl)-2-((R)-2,2-difluorocyclopropane-1-carbonyl)-2,6-diazaspiro[3.4]octan-6-yl)(morpholino)methanone